2-[4-(2-hydroxy-2-methylpropoxy)phenyl]-6-methyl-4-[2-(2,2,2-trifluoroethoxy)phenyl]-2,3-dihydro-1H-pyrrolo[3,4-c]pyridin-1-one OC(COC1=CC=C(C=C1)N1CC=2C(=NC(=CC2C1=O)C)C1=C(C=CC=C1)OCC(F)(F)F)(C)C